CC1(OB(OC1(C)C)C=1C=NN2N=CC=CC21)C 3-(4,4,5,5-tetramethyl-1,3,2-dioxaborolan-2-yl)pyrazolo[1,5-b]pyridazine